4-(1H-Indol-4-yl)-6-(morpholin-4-yl)-8-oxa-3,5,10-triazatricyclo[7.4.0.02,7]trideca-1(9),2,4,6,10,12-hexaene-12-carbaldehyde N1C=CC2=C(C=CC=C12)C=1N=C2C=3C=C(C=NC3OC2=C(N1)N1CCOCC1)C=O